(1R,2R,3S,4R,5S)-4-(6-((3,4-dichlorophenyl)amino)-2-iodo-9H-purin-9-yl)-1-(hydroxymethyl)bicyclo[3.1.0]hexane-2,3-diol ClC=1C=C(C=CC1Cl)NC1=C2N=CN(C2=NC(=N1)I)[C@H]1[C@@H]([C@@H]([C@@]2(C[C@H]12)CO)O)O